COC1=CC=C2C(=C(C=NC2=C1)[N+](=O)[O-])NCC1=CC=C(C=C1)S(=O)(=N)C 7-methoxy-N-[[4-(methylsulfonimidoyl)phenyl]methyl]-3-nitro-quinolin-4-amine